5-(4-chloro-2-fluorophenyl)-7-((2S,4S)-2-(2-methoxy-4-pyridinyl)tetrahydro-2H-pyran-4-yl)-2,3-dimethylpyrido[4,3-d]pyrimidin-4(3H)-one ClC1=CC(=C(C=C1)C1=NC(=CC=2N=C(N(C(C21)=O)C)C)[C@@H]2C[C@H](OCC2)C2=CC(=NC=C2)OC)F